Ethyl (6R,9S,11aR,11bR)-1,3,6-tribenzyl-11b-hydroxy-2,4,7-trioxodecahydro-2H-pyrrolo[2',1':3,4]pyrazino[1,2-a][1,3,5]triazine-9-carboxylate C(C1=CC=CC=C1)N1[C@]2(N(C(N(C1=O)CC1=CC=CC=C1)=O)[C@@H](C(N1[C@@H]2CC[C@H]1C(=O)OCC)=O)CC1=CC=CC=C1)O